ClC(/C=C/C(F)(F)F)C(C(F)(F)F)(Cl)Cl (E)-4,5,5-trichloro-1,1,1,6,6,6-hexafluorohex-2-ene